NC1=C2C(=NC=N1)N(N=C2C2=CC=C(C=C2)OC2=CC=CC=C2)C2CCN(CC2)CC2CCN(CC2)CCC2CCN(CC2)C=2C=C1C(N(C(C1=CC2)=O)C2C(NC(CC2)=O)=O)=O 5-(4-(2-(4-((4-(4-amino-3-(4-phenoxyphenyl)-1H-pyrazolo[3,4-d]pyrimidin-1-yl)piperidin-1-yl)methyl)piperidin-1-yl)ethyl)piperidin-1-yl)-2-(2,6-dioxopiperidin-3-yl)isoindoline-1,3-dione